3-Methyldocosane CC(CC)CCCCCCCCCCCCCCCCCCC